6-Amino[1,2,5]oxadiazolo-[3,4-b]pyrazin-5-ol NC=1C(=NC=2C(N1)=NON2)O